2-Cyclopentyl-N-(4,6-dimethyl-2-morpholin-4-yl-pyrimidin-5-yl)-acetamide C1(CCCC1)CC(=O)NC=1C(=NC(=NC1C)N1CCOCC1)C